[OH-].ClC1=CC2=C([N+](=C(N2CCCCS(=O)(=O)O)C=CC=C2N(C3=C(N2CC)C=C(C(=C3)Cl)Cl)CCCCS(=O)(=O)O)CC)C=C1Cl 5,6-dichloro-2-[[5,6-dichloro-1-ethyl-3-(4-sulfobutyl)-benzimidazol-2-ylidene]-propenyl]-1-ethyl-3-(4-sulfobutyl)benzimidazolium hydroxide